The molecule is a hydroperoxy fatty acid that is (5Z,8Z,10E)-icosatrienoic acid in which the hydroperoxy group is located at the 12(S)-position. It is a hydroperoxy fatty acid, a long-chain fatty acid, a polyunsaturated fatty acid and an icosanoid. It derives from a (5Z,8Z,11Z)-icosatrienoic acid. It is a conjugate acid of a 12(S)-HPE(5,8,10)TrE(1-). CCCCCCCC[C@@H](/C=C/C=C\\C/C=C\\CCCC(=O)O)OO